[2-cyano-4-fluoro-3-[3-[(3R)-1-oxa-8-azaspiro[4.5]decan-3-yl]-4-oxo-quinazolin-6-yl]oxy-phenyl]propane-2-sulfonamide C(#N)C1=C(C=CC(=C1OC=1C=C2C(N(C=NC2=CC1)[C@H]1COC2(C1)CCNCC2)=O)F)CC(C)S(=O)(=O)N